2-n-heptadecylpropylenediamine C(CCCCCCCCCCCCCCCC)C(CN)(C)N